FC1=CC(=C(C=C1)N1CN(C(C2=CC(=CC=C12)C(F)(F)F)=O)C1=CN=[N+](C=C1)[O-])C 4-(1-(4-fluoro-2-methylphenyl)-4-oxo-6-(trifluoromethyl)-1,4-dihydroquinazolin-3(2H)-yl)pyridazin 1-oxide